FC1=CC=C(C=C1)C1=NN2C(CN(CC2)C(CC)=O)=C1C1=CC(=NC=C1)NC(CCCC)=O N-(4-(2-(4-fluorophenyl)-5-propionyl-4,5,6,7-tetrahydropyrazolo[1,5-a]pyrazin-3-yl)pyridin-2-yl)pentanamide